4-((4-(quinolin-3-ylcarbamoyl)benzyl)oxy)phenyl sulfurofluoridate S(OC1=CC=C(C=C1)OCC1=CC=C(C=C1)C(NC=1C=NC2=CC=CC=C2C1)=O)(=O)(=O)F